NC1=NC(=CC=C1C(=O)N1C[C@H](N(CC1)C1=C(C(=O)NCCN)C=C(C=C1)C=1C(=NC=CC1)OCC)CC)C(F)(F)F 2-[(2R)-4-[2-amino-6-(trifluoromethyl)pyridine-3-carbonyl]-2-ethylpiperazin-1-yl]-N-(2-aminoethyl)-5-(2-ethoxypyridin-3-yl)benzamide